COC=1C=C(C(=O)Cl)C(=C(C1OC)OC)[N+](=O)[O-] 3,4,5-trimethoxy-6-nitrobenzoyl chloride